1-n-butyl-3-(2-hydroxyethyl)imidazolium tert-butyl-(3-(3-(5-(3-methoxyphenyl)-1H-imidazol-2-yl)-1H-indazole-5-carboxamido)propyl)carbamate C(C)(C)(C)N(C([O-])=O)CCCNC(=O)C=1C=C2C(=NNC2=CC1)C=1NC(=CN1)C1=CC(=CC=C1)OC.C(CCC)N1C=[N+](C=C1)CCO